FC1=C(C=CC(=C1)F)C1=CC(=C(C=C1)OC)NC1=NC=NC2=CC(=C(C=C12)OC1CC2(CN(C2)C(C=C)=O)C1)OC 1-(6-((4-((2',4'-difluoro-4-methoxy-[1,1'-biphenyl]-3-yl)amino)-7-methoxy-quinazolin-6-yl)oxy)-2-azaspiro[3.3]heptan-2-yl)prop-2-en-1-one